4-[(3R)-3-methylmorpholin-4-yl]-6-[2-(2-pyridyl)pyrrolidin-1-yl]-1H-pyridin-2-one C[C@H]1N(CCOC1)C1=CC(NC(=C1)N1C(CCC1)C1=NC=CC=C1)=O